perfluoromethoxyacetyl fluoride FC(C(=O)F)(OC(F)(F)F)F